BrC=1C=CC2=C(C3=C(CC(N2)=O)C2=CC(=CC=C2N3)[N+](=O)[O-])C1 2-bromo-9-nitro-7,12-dihydro-indolo[3,2-d][1]benzazepin-6(5H)-one